ClC1=CC=C(C=C1)C#CCC=C 1-chloro-4-(pent-4-en-1-ynyl)benzene